C1=C(C(=NC(=N1)Cl)Cl)Cl trichloropyrimidine